C(=O)(OC(C)(C)C)N[C@@H](CC(=O)O)C(C1=CC=CC=C1)C1=CC=CC=C1 (S)-3-(Boc-amino)-4,4-diphenyl-butyric acid